tert-butyl (2-(3-chloro-4-fluorophenyl)-1-hydroxy propan-2-yl)carbamate ClC=1C=C(C=CC1F)C(CO)(C)NC(OC(C)(C)C)=O